COC(=O)C=1SC2=C(C1Br)C=C(C=C2C(F)(F)F)C(F)(F)F 3-bromo-5,7-bis(trifluoromethyl)benzothiophene-2-carboxylic acid methyl ester